C1(CC1)NC(=O)C=1C=CC(=C(C1)NC(=O)C1=CN=CN1C)C N-[5-(cyclopropylcarbamoyl)-2-methylphenyl]-1-methyl-1H-imidazole-5-carboxamide